(2S,4S)-1-tert-butoxycarbonyl-4-[3-[3-[3-(methylamino)propyl]-2-oxo-indolin-4-yl]phenoxy]pyrrolidine-2-carboxylic acid C(C)(C)(C)OC(=O)N1[C@@H](C[C@@H](C1)OC1=CC(=CC=C1)C1=C2C(C(NC2=CC=C1)=O)CCCNC)C(=O)O